O=C(C)CNCCNCCNCCCS(=O)(=O)O 2-oxo-4,7,10-triazatridecane-13-sulfonic acid